O(S(=O)(=O)C(F)(F)F)C1=CC(=C(C=C1)C=1C=2N(C=C(C1)C=1C=NN(C1)C)N=CC2C#N)F 4-(3-cyano-6-(1-methyl-1H-pyrazol-4-yl) pyrazolo[1,5-a]pyridin-4-yl)-3-fluorophenyl triflate